2-(methylthio)-2-imidazoline CSC=1NCCN1